tert-butyl 2-methyl-3-(4-(trifluoromethyl)phenyl)-2,6-dihydropyrrolo[3,4-c]pyrazole-5(4H)-carboxylate CN1N=C2C(=C1C1=CC=C(C=C1)C(F)(F)F)CN(C2)C(=O)OC(C)(C)C